(2S,4R)-4-glycylamino-2-((E and Z)-4-phenylstyryl)pyrrolidine NCC(=O)N[C@@H]1C[C@H](NC1)C=CC1=CC=C(C=C1)C1=CC=CC=C1